C(C1=CC=CC=C1)OC=1C(=NC=C2C(=C(C(N(C12)C)=O)Br)Cl)C 8-(benzyloxy)-3-bromo-chloro-1,7-dimethyl-1,6-naphthyridin-2(1H)-one